Methyl (S)-4-(2-(3-((((9H-fluoren-9-yl)methoxy)carbonyl)amino)-4-(allyloxy)-4-oxobutanoyl) hydrazine-1-carbonyl)benzoate C1=CC=CC=2C3=CC=CC=C3C(C12)COC(=O)N[C@@H](CC(=O)NNC(=O)C1=CC=C(C(=O)OC)C=C1)C(=O)OCC=C